ClC1=CC=C2CC3(C(N(C2=C1)C=1C=NN(C1)CCC)=O)CC1=CC=C(C=C1C3)C(=O)OC methyl 7'-chloro-2'-oxo-1'-(1-propyl-1H-pyrazol-4-yl)-1,1',3,4'-tetrahydro-2'H-spiro[indene-2,3'-quinoline]-5-carboxylate